1,3-diisocyanatocyclopentane N(=C=O)C1CC(CC1)N=C=O